N5-[[6-(5,6,7,8-tetrahydroimidazo[1,2-a]pyridin-7-yloxy)-3-pyridinyl]methyl]isoquinoline-1,5-diamine N=1C=CN2C1CC(CC2)OC2=CC=C(C=N2)CNC=2C=1C=CN=C(C1C=CC2)N